NC1=CC=C(C(=O)[O-])C=C1 para-aminobenzoate